ClC(CC1=CC=C(C=C1)CC(=O)O)C 4-(2-chloropropyl)phenylacetic acid